4-[(1R,2R)-2-(2-cyclopentyl-1,3-oxazol-5-yl)cyclopropyl]benzenesulfonamide C1(CCCC1)C=1OC(=CN1)[C@H]1[C@@H](C1)C1=CC=C(C=C1)S(=O)(=O)N